C1(C=CC2=CC=CC=C12)C(=O)NC1=CC=CC=C1 indeneanilide